trans-N-(6,8-dichloro-2,7-naphthyridin-3-yl)-2-(1H-pyrazol-4-yl)cyclopropanecarboxamide ClC=1C=C2C=C(N=CC2=C(N1)Cl)NC(=O)[C@H]1[C@@H](C1)C=1C=NNC1